ClC1=C(C=CC(=C1)Cl)C=1N(C(=C(N1)C(NN1CCS(CC1)(=O)=O)=O)C)C1=CC=C(C(=O)O)C=C1 4-(2-(2,4-Dichlorophenyl)-4-((1,1-Dioxidothiomorpholino)Carbamoyl)-5-Methyl-1H-Imidazol-1-Yl)Benzoic Acid